C1(=C(C=CC=C1)CCC)C tolylpropan